1-(4-chlorophenyl)-4-ethoxy-N-(3-fluoro-4-{[2-(5-{[(2-methoxyethyl)amino]methyl}pyridin-2-yl)thieno[3,2-b]pyridin-7-yl]oxy}phenyl)-2-oxo-1,2-dihydropyridine-3-carboxamide ClC1=CC=C(C=C1)N1C(C(=C(C=C1)OCC)C(=O)NC1=CC(=C(C=C1)OC1=C2C(=NC=C1)C=C(S2)C2=NC=C(C=C2)CNCCOC)F)=O